N-[3-(Aminomethyl)-4-[(E)-3-(4-hydroxy-3-methylphenyl)prop-2-enoyl]phenyl]acetamide NCC=1C=C(C=CC1C(\C=C\C1=CC(=C(C=C1)O)C)=O)NC(C)=O